OC1(CCCCC1)C1=C(C=CC=C1)O 1-hydroxy-cyclohexyl-phenol